2-(6-(4-(3-(4-chloro-3-fluorophenyl)-1-isobutyl-3-methyl-2,3-dihydro-1H-pyrrolo[2,3-b]pyridine-6-carbonyl)-3,3-dimethylpiperazin-1-yl)pyridin-3-yl)acetic acid ClC1=C(C=C(C=C1)C1(CN(C2=NC(=CC=C21)C(=O)N2C(CN(CC2)C2=CC=C(C=N2)CC(=O)O)(C)C)CC(C)C)C)F